N(=[N+]=[N-])CC1(CC1)NC(OC(C)(C)C)=O tert-butyl [1-(azidomethyl)cyclopropyl]carbamate